ClC=1C=C(CN2N=C3C4=C(CCC3=C2)OC(=C4C)C(=O)NCC4=C(C=CC(=C4)OC)OC)C=CC1 2-(3-chlorobenzyl)-N-(2,5-dimethoxybenzyl)-8-methyl-4,5-dihydro-2H-furo[2,3-g]indazole-7-carboxamide